ClC1=C(N=C(N(C1=O)C1=CC(=NC=C1C)N1N=C(C(=C1)F)C(C)(C)NC(=O)C1CC1)C)OC([2H])([2H])C1=NC=C(C=C1F)F (R)-N-(2-(1-(4-(5-chloro-4-((3,5-difluoropyridin-2-yl)methoxy-d2)-2-methyl-6-pyrimidinone-1(6H)-yl)-5-methylpyridin-2-yl)-4-fluoro-1H-pyrazol-3-yl)propan-2-yl)cyclopropanamide